2-bromo-5-methyl-4-(tetrahydrofuran-3-yl)thiazole BrC=1SC(=C(N1)C1COCC1)C